BrC1=NN2C(C(CCC2)=O)=C1 2-bromo-6,7-dihydro-5H-pyrazolo[1,5-a]pyridin-4-one